tert-butyl 4-[5-cyclobutyl-1-[4-(trifluoromethoxy)phenyl]pyrazol-3-yl]piperazine-1-carboxylate C1(CCC1)C1=CC(=NN1C1=CC=C(C=C1)OC(F)(F)F)N1CCN(CC1)C(=O)OC(C)(C)C